C1(CCCCC1)NC(=O)C=1C=C2C(=CNC2=CC1)C1=CC=NC=C1 N-cyclohexyl-3-(pyridin-4-yl)-1H-indole-5-carboxamide